N6,N6-dimethyl-N2-((6-(4-(2-(methylsulfonyl)pyrimidin-5-yl)-1H-1,2,3-triazol-1-yl)hexanoyl)-L-valyl)-L-lysine CN(CCCC[C@H](NC([C@@H](NC(CCCCCN1N=NC(=C1)C=1C=NC(=NC1)S(=O)(=O)C)=O)C(C)C)=O)C(=O)O)C